tetrazine hydrochloride Cl.N1=NN=NC=C1